O[C@@H]1[C@@H](O)[C@H](O)[C@@H](O)[C@H](O1)CO α-D-idopyranose